ClC1=C(C=CC(=C1)C(=O)N1CCN(CC1)C)NC(=O)C1=NN2C(N=CC=C2C2=CC(=C(C=C2)OC)OC)=C1 N-(2-chloro-4-(4-methylpiperazine-1-carbonyl)phenyl)-7-(3,4-dimethoxyphenyl)pyrazolo[1,5-a]pyrimidine-2-carboxamide